C(C)(C)(C)N(C(O)=O)C1CCC(CC1)NC1=CC(=C(C=C1)C)C.C(C)(C)(C)C1=NOC(=C1)NC(CC=1N=NC(=CC1)N1C=NC2=C1C=CC(=C2)C=2C=NN(C2)C)=O N-(3-(tert-butyl)isoxazol-5-yl)-2-(6-(5-(1-methyl-1H-pyrazol-4-yl)-1H-benzo[d]imidazol-1-yl)pyridazin-3-yl)acetamide tert-butyl-(4-((3,4-dimethylphenyl)amino)cyclohexyl)carbamate